Bis(pivaloyloxymethyl) 2'-O-tert-butyldimethylsilyl-3',4'-didehydro-3'-deoxy-4-N-(4,4'-dimethoxytrityl)cytidine-5'-phosphate P(=O)(O)(O)OC(C1=C[C@H]([C@@H](O1)N1C(=O)N=C(NC(C2=CC=C(C=C2)OC)(C2=CC=C(C=C2)OC)C2=CC=CC=C2)C=C1)O[Si](C)(C)C(C)(C)C)(COC(C(C)(C)C)=O)COC(C(C)(C)C)=O